ClC1=CC=C(COC2=NN=C(S2)NC(=O)C2=C(C=NC=C2)C2=C(C=CC=C2)C=C)C=C1 N-(5-((4-chlorobenzyl)oxy)-1,3,4-thiadiazol-2-yl)-3-(2-vinylphenyl)pyridine-4-carboxamide